CSC=1C=NC(=NC1)NC1CCN(CC1)C(=O)OC(C)(C)C tert-butyl 4-((5-(methylthio)pyrimidin-2-yl)amino)piperidine-1-carboxylate